tripropyl-phosphonium acetate C(C)(=O)[O-].C(CC)[PH+](CCC)CCC